C(CCC)N(CC(=O)N)CCC=O 2-[BUTYL(3-OXOPROPYL)AMINO]ACETAMIDE